C(C)C1=CC(=C(C(=C1)F)[C@H]1[C@@H](C(NC1)=O)NC(=O)NC1=CC=C(C=C1)F)F |o1:9,10| 1-[(3S*,4R*)-4-(4-ethyl-2,6-difluorophenyl)-2-oxopyrrolidin-3-yl]-3-(4-fluorophenyl)urea